2-[6-[4-fluoro-2-(trifluoromethyl)benzyl]-2-azaspiro[3.3]heptane-2-carbonyl]-2,5,7-triazaspiro[3.4]octan-6-one FC1=CC(=C(CC2CC3(CN(C3)C(=O)N3CC4(C3)NC(NC4)=O)C2)C=C1)C(F)(F)F